NN1C(C(=C2OCCCN21)C(=O)N)C2=CSC=C2 1-amino-2-(3-thienyl)-6,7-dihydro-5H-pyrazolo[5,1-b][1,3]oxazine-3-carboxamide